2-chloro-4-(5-(2,6-dimethylphenoxy)-1-methyl-2-oxo-1,2-dihydropyridin-4-yl)-6-methyl-1,6-dihydro-7H-pyrrolo[2,3-c]pyridin-7-one ClC1=CC2=C(C(N(C=C2C2=CC(N(C=C2OC2=C(C=CC=C2C)C)C)=O)C)=O)N1